C(C=C)N([C@H]1[C@H](N(CC1)C(=O)OC(C)(C)C)C)C=1C2=C(N=C(N1)SCC)C(=C(N=C2Br)Cl)F tert-butyl (2R,3R)-3-(allyl(5-bromo-7-chloro-2-(ethylthio)-8-fluoropyrido[4,3-d]pyrimidin-4-yl)amino)-2-methylpyrrolidine-1-carboxylate